C(=O)(OC(C)(C)C)CC(C)(N)N Bocdiaminopropane